C(#N)C=1C=CC=C2NC[C@@H](NC12)[C@@H](C1=CC=CC=C1)NCC(C)C1=CC=C(C=C1)CC(=O)O 2-[4-[2-[[(R)-[(2R)-8-cyano-1,2,3,4-tetrahydroquinoxalin-2-yl]-phenyl-methyl]amino]-1-methyl-ethyl]phenyl]acetic acid